ClC=1C(NC=2C=C(C=NC2C1C)CN1C(CC(=CC1([2H])[2H])C=1C=NC(=CC1)C(=O)NC)([2H])[2H])=O 1'-((7-chloro-8-methyl-6-oxo-5,6-dihydro-1,5-naphthyridin-3-yl)methyl)-N-methyl-1',2',3',6'-tetrahydro-[3,4'-bipyridine]-2',2',6',6'-d4-6-carboxamide